(E)-N-hydroxy-3-(4-(4-(((2-phenylcyclopropyl)amino)methyl)piperidin-1-yl)phenyl)acrylamide TFA salt OC(=O)C(F)(F)F.ONC(\C=C\C1=CC=C(C=C1)N1CCC(CC1)CNC1C(C1)C1=CC=CC=C1)=O